2'-(6-amino-5-cyanopyridin-3-yl)-N-[(3S)-2,3-dihydro-1-benzofuran-3-yl]-5',6'-dihydrospiro[pyrrolidine-3,4'-pyrrolo[1,2-b]pyrazole]-1-carboxamide NC1=C(C=C(C=N1)C=1C=C2N(N1)CCC21CN(CC1)C(=O)N[C@@H]1COC2=C1C=CC=C2)C#N